N-(3-(5-chloro-2-methoxyphenyl)-1-(2-(1-methylcyclobutylamino)-2-oxoethyl)-1H-pyrazol-4-yl)pyrazolo[1,5-a]pyrimidine-3-carboxamide ClC=1C=CC(=C(C1)C1=NN(C=C1NC(=O)C=1C=NN2C1N=CC=C2)CC(=O)NC2(CCC2)C)OC